ClC=1N=C2C(=C(C(N(C2=CC1)C)=O)C#N)N1CCC(CC1)N(C1=CC=C(C=C1)F)C1=CC=C(C=C1)F 6-chloro-4-[4-(4-fluoro-N-(4-fluorophenyl)anilino)-1-piperidinyl]-1-methyl-2-oxo-1,5-naphthyridine-3-carbonitrile